(R)-6-(3-dimethylaminopyrrolidin-1-yl)-5-(4,4,5,5-tetramethyl-1,3,2-dioxaborolan-2-yl)-N-(4-(chlorodifluoromethoxy)phenyl)nicotinamide CN([C@H]1CN(CC1)C1=NC=C(C(=O)NC2=CC=C(C=C2)OC(F)(F)Cl)C=C1B1OC(C(O1)(C)C)(C)C)C